4-((3-chloro-4-fluorophenyl)amino)-6-bromo-1H-indole-2-carboxylic acid ethyl ester C(C)OC(=O)C=1NC2=CC(=CC(=C2C1)NC1=CC(=C(C=C1)F)Cl)Br